isoamyl p-dimethylaminobenzoate CN(C1=CC=C(C(=O)OCCC(C)C)C=C1)C